(2E)-2-methoxyimino-N-(1-methylcyclopropyl)-3-[(1-methylpyrazol-4-yl)methyl]-4-oxo-8-[(2R)-1-acetyl-2-methyl-3,6-dihydro-2H-pyridin-4-yl]-1H-quinazoline-6-sulfonamide CO\N=C\1/NC2=C(C=C(C=C2C(N1CC=1C=NN(C1)C)=O)S(=O)(=O)NC1(CC1)C)C=1C[C@H](N(CC1)C(C)=O)C